C(C)(C)(C)OC(=O)N1C=C(C2=CC(=CC=C12)N(CC)C(=O)OC(C)(C)C)Cl.FC(C(C(C(F)(F)F)(F)F)(F)F)(S(=O)(=O)C(S(=O)(=O)C(C(C(C(F)(F)F)(F)F)(F)F)(F)F)S(=O)(=O)C(C(C(C(F)(F)F)(F)F)(F)F)(F)F)F tris[(perfluorobutyl)sulfonyl]methane Tert-butyl-5-((tert-butoxycarbonyl)(ethyl)amino)-3-chloro-1H-indole-1-carboxylate